1-[2-(6-chloro-imidazo[1,2-a]pyridin-3-yl)-pyrimidin-4-yl]-3-(1-isopropyl-1H-[1,2,3]triazol-4-yl)-piperidin-3-ol ClC=1C=CC=2N(C1)C(=CN2)C2=NC=CC(=N2)N2CC(CCC2)(O)C=2N=NN(C2)C(C)C